CC1C(COC1)O 4-methyloxolan-3-ol